borneol peroxydicarbonate C(=O)(O)OOC(=O)O.C12(C(CC(CC1)C2(C)C)O)C